1,8-dibromocarbazole BrC1=CC=CC=2C3=CC=CC(=C3NC12)Br